S1C(=NC=C1)NC(C)=O 1-N-thiazol-2-yl-acetamide